(E)-6-chloro-1-(3-fluoropropyl)-2-(1,3,4-oxadiazol-2-yl)-1H-indol ClC1=CC=C2C=C(N(C2=C1)CCCF)C=1OC=NN1